silicon chloroethane ClCC.[Si]